FC(OC1=C(C=C(C=C1)C1(CCCC1)CNC1=CC(=NC=2N1N=CN2)C)OC)F N-[[1-[4-(difluoromethoxy)-3-methoxyphenyl]cyclopentyl]methyl]-5-methyl-[1,2,4]triazolo[1,5-a]pyrimidin-7-amine